[N+](=O)([O-])C1=C(C=CC=C1)CCC(=O)N 3-(o-nitrophenyl)propanamide